3-(3-(1-(2-(5-((4,6-difluoro-1H-indol-5-yl)oxy)-2-fluorophenyl)-1H-imidazol-5-yl)-3-(2-isopropoxyethoxy)propyl)-2-fluorophenyl)propanoic acid FC1=C2C=CNC2=CC(=C1OC=1C=CC(=C(C1)C=1NC(=CN1)C(CCOCCOC(C)C)C=1C(=C(C=CC1)CCC(=O)O)F)F)F